C(CCCCCCC)C1CCCCN1 trans-6-octylpiperidine